CC(C)(C)OO 2-Methyl-prop-2-yl hydroperoxide